FC(C1=CC=C(C=C1)NC(=O)N1[C@@H](CCC1)C(=O)NC1=CC=C(C=N1)C1=CC=C(C(=O)O)C=C1)(F)F |r| 4-{6-[(1-{[4-(trifluoromethyl)phenyl]carbamoyl}-DL-prolyl)amino]pyridin-3-yl}benzoic acid